N-[6-(8-Azabicyclo[3.2.1]octan-3-yl)-2-(4,4-dimethylcyclohexen-1-yl)-3-pyridyl]-5-cyano-1H-imidazole-2-carboxamide C12CC(CC(CC1)N2)C2=CC=C(C(=N2)C2=CCC(CC2)(C)C)NC(=O)C=2NC(=CN2)C#N